1-[({3-[(tert-butyldimethylsilyl)oxy]cyclobutyl}methyl)sulfanyl]ethan-1-one [Si](C)(C)(C(C)(C)C)OC1CC(C1)CSC(C)=O